pentadecafluorononyl-triethoxysilane methyl-4-[1-(tert-butoxycarbonyl)piperidin-4-yl]-3,4-dihydrocinnoline-8-carboxylate COC(=O)C=1C=CC=C2C(CN=NC12)C1CCN(CC1)C(=O)OC(C)(C)C.FC(C(C(C(C(C(F)(F)[Si](OCC)(OCC)OCC)(F)F)(F)F)(F)F)(F)F)(CCC(F)(F)F)F